tert-butyl ((S)-1-(((S)-1-cyano-2-((S)-2-oxopiperidin-3-yl)ethyl)amino)-3-cyclopropyl-1-oxopropan-2-yl)carbamate C(#N)[C@H](C[C@H]1C(NCCC1)=O)NC([C@H](CC1CC1)NC(OC(C)(C)C)=O)=O